C12(C(CC(CC1)C2(C)C)OC(C=C)=O)C acrylic acid bornyl ester